2-[(6-methoxy-2-methyl-1,2,3,4-tetrahydroisoquinolin-7-yl)amino]-4-({2-[(trifluoromethyl)sulfanyl]phenyl}amino)pyrimidine COC=1C=C2CCN(CC2=CC1NC1=NC=CC(=N1)NC1=C(C=CC=C1)SC(F)(F)F)C